O1C(=CC=C1)C=1NC(=NN1)SCC(=O)NCCC1=CC(=CC=C1)OC 2-((5-(furan-2-yl)-4H-1,2,4-triazol-3-yl)thio)-N-(3-methoxyphenylethyl)acetamide